2-(2-{5-[(7R)-7-amino-2-azabicyclo[2.2.1]heptane-2-carbonyl]-7-methoxy-1-methyl-1H-1,3-benzodiazol-2-yl}-1-(cyclopropylmethyl)-1H-pyrrolo[2,3-b]pyridin-6-yl)-2H-indazol-5-ol N[C@H]1C2N(CC1CC2)C(=O)C2=CC1=C(N(C(=N1)C1=CC=3C(=NC(=CC3)N3N=C4C=CC(=CC4=C3)O)N1CC1CC1)C)C(=C2)OC